2,4-Diphenyl-6-(4'-(3,5,6-triphenylpyrazin-2-yl)-[1,1'-biphenyl]-4-yl)-1,3,5-triazine C1(=CC=CC=C1)C1=NC(=NC(=N1)C1=CC=CC=C1)C1=CC=C(C=C1)C1=CC=C(C=C1)C1=NC(=C(N=C1C1=CC=CC=C1)C1=CC=CC=C1)C1=CC=CC=C1